BrCCOCCOCCOCCOCCC(=O)OCCCC butyl 1-bromo-3,6,9,12-tetraoxapentadecan-15-oate